4-(1,3-Dioxolan-2-yl)benzoic acid O1C(OCC1)C1=CC=C(C(=O)O)C=C1